C(C)(C)N1CCN(CC1)C1=NC(=NC(=N1)N1CCOCC1)C=1C=CC2=C(N=CO2)C1 5-(4-(4-isopropylpiperazin-1-yl)-6-morpholino-1,3,5-triazin-2-yl)benzo[d]oxazole